sodium (S,16Z,19Z,22Z,27E,31Z)-29-hydroxytetratriaconta-16,19,22,27,31-pentaen-25-ynoate O[C@H](/C=C/C#CC\C=C/C\C=C/C\C=C/CCCCCCCCCCCCCCC(=O)[O-])C\C=C/CC.[Na+]